1-phenyl-1-(2',2',6',6'-tetramethyl-1-piperidinyloxy)propane C1(=CC=CC=C1)C(CC)ON1C(CCCC1(C)C)(C)C